4-(3-(4-bromophenyl)pyrrolidin-1-yl)-2-(trifluoro-methyl)benzonitrile BrC1=CC=C(C=C1)C1CN(CC1)C1=CC(=C(C#N)C=C1)C(F)(F)F